C(C)(C)(C)C1=CN(C=2C1=NC(=CC2)OC)C2=CC(=C(C=C2)Cl)F 3-(tert-butyl)-1-(4-chloro-3-fluorophenyl)-5-methoxy-1H-pyrrolo[3,2-b]pyridine